CN(C=1C(=CC2=CN(N=C2C1)C1CCC(CC1)CO)NC(=O)C1=NC(=CC=C1)C(F)(F)F)C N-[6-(dimethylamino)-2-[4-(hydroxymethyl)cyclohexyl]indazol-5-yl]-6-(trifluoromethyl)pyridine-2-carboxamide